4-Cyclopropyl-N-(3-(1-(dimethylamino)-3-hydroxypropyl)-4-fluorophenyl)-2-(4-fluoro-2-methylphenoxy)-5-(Trifluoromethyl)benzamide C1(CC1)C1=CC(=C(C(=O)NC2=CC(=C(C=C2)F)C(CCO)N(C)C)C=C1C(F)(F)F)OC1=C(C=C(C=C1)F)C